N,N-dimethyl-2-(3-(1-methyl-2,3-dihydro-1H-pyrrolo[2,3-c]pyridin-5-yl)-1,2,4-thiadiazol-5-ylamino)pyridine-3-sulfonamide CN(S(=O)(=O)C=1C(=NC=CC1)NC1=NC(=NS1)C=1C=C2C(=CN1)N(CC2)C)C